N-benzyl-crotonamide C(C1=CC=CC=C1)NC(\C=C\C)=O